tert-butyl (2R,5R)-2-(4-fluorophenyl)-5-methyl-4-oxo-piperidine-1-carboxylate FC1=CC=C(C=C1)[C@@H]1N(C[C@H](C(C1)=O)C)C(=O)OC(C)(C)C